BrC1=CC(=C(C=C1OC)\C=N\O)Cl (E)-N-[(4-bromo-2-chloro-5-methoxyphenyl)methylidene]hydroxylamine